NC1=C(C(=O)O)C=C(C=C1C)Cl 2-amino-5-chloro-3-methyl-benzoic acid